N-2-nitrophenylsulfenyl-L-isoleucine dicyclohexylammonium salt C1(CCCCC1)[NH2+]C1CCCCC1.[N+](=O)([O-])C1=C(C=CC=C1)SN[C@@H]([C@@H](C)CC)C(=O)[O-]